4-((6-Chloropyridin-2-yl)ethynyl)-5-methyl-1-(6-methylpyridin-3-yl)-1H-imidazole-2-carboxamide ClC1=CC=CC(=N1)C#CC=1N=C(N(C1C)C=1C=NC(=CC1)C)C(=O)N